BrC1=C(C=C(C(=C1)C(F)(F)F)Br)C(F)(F)F 1,4-dibromo-2,5-bistrifluoromethyl-benzene